N1=CN=CC(=C1)C1=CNC2=NC=CC(=C21)N2CCC(CC2)CN [1-(3-pyrimidin-5-yl-1H-pyrrolo[2,3-b]pyridin-4-yl)-4-piperidinyl]methylamine